(R) or (S)-1-phenyl-1,2-ethylene glycol C1(=CC=CC=C1)[C@H](CO)O |o1:6|